FC=1C=C(C=CC1NC1=NC=C2C=CC(=NC2=C1)CS(=O)(=O)C1CCNCC1)N1N=C(C=C1)CO [1-[3-fluoro-4-([2-[(piperidine-4-sulfonyl)methyl]-1,6-naphthyridin-7-yl]amino)phenyl]pyrazol-3-yl]methanol